(3-ethyl-6-morpholinopyrrolo-[2,1-a]phthalazine-1,2-diyl)dimethanol C(C)C1=C(C(=C2N1N=C(C1=CC=CC=C21)N2CCOCC2)CO)CO